(R)-3-(4-(2-aminopyrazolo[1,5-a]pyrimidin-3-yl)-4-oxobutan-2-yl)-8-((1-methyl-1H-pyrazol-4-yl)ethynyl)-2-phenylisoquinolin-1(2H)-one NC1=NN2C(N=CC=C2)=C1C(C[C@@H](C)C=1N(C(C2=C(C=CC=C2C1)C#CC=1C=NN(C1)C)=O)C1=CC=CC=C1)=O